(S)-6-(5-methylfuran-2-yl)-3-phenyl-N-phenylhexanamide CC1=CC=C(O1)CCC[C@@H](CC(=O)NC1=CC=CC=C1)C1=CC=CC=C1